IC1=CC=C(C(=O)NC(NC=2C(=NN(C2)CCOC)C)=S)C=C1 4-iodo-N-((1-(2-methoxyethyl)-3-methyl-1H-pyrazol-4-yl)carbamothioyl)benzamide